NC1=NC=CC(=C1C#N)OC1=C(C=C(C=C1F)NC(=O)C=1C=NN(C1C(F)(F)F)C1=NC=CC=C1F)F N-(4-((2-amino-3-cyanopyridin-4-yl)oxy)-3,5-difluorophenyl)-1-(3-fluoropyridin-2-yl)-5-(Trifluoromethyl)-1H-pyrazole-4-carboxamide